4-(1-(4-fluoro-2-methylphenyl)-4-oxo-6-(trifluoromethyl)-1,4-dihydro-quinazolin-3(2H)-yl)-3-methylpyridine 1-oxide FC1=CC(=C(C=C1)N1CN(C(C2=CC(=CC=C12)C(F)(F)F)=O)C1=C(C=[N+](C=C1)[O-])C)C